OC1C(C(CC1)C(=O)O)C\C=C/CC 3-hydroxy-2-[(2Z)-2-pentenyl]cyclopentanecarboxylic acid